propargyloxycarbonyl-L-Lysine C(C#C)OC(=O)N[C@@H](CCCCN)C(=O)O